ethyl (S)-5-(trifluoromethyl)-4,5,6,7-tetrahydro-1H-indazole-3-carboxylate FC([C@@H]1CC=2C(=NNC2CC1)C(=O)OCC)(F)F